potassium phosphonate salt P([O-])([O-])=O.[K+].[K+]